1-(2-(4-ethylpiperazin-1-yl)-4-methylquinolin-6-yl)-3-(2-(1-methylpyrrolidin-2-yl)ethyl)thiourea C(C)N1CCN(CC1)C1=NC2=CC=C(C=C2C(=C1)C)NC(=S)NCCC1N(CCC1)C